4-(2,2-dimethylpiperazin-1-yl)benzonitrile CC1(N(CCNC1)C1=CC=C(C#N)C=C1)C